6,7,8,9-tetrahydro-5H-benzo[7]annulen-3-amine C1=CC(=CC2=C1CCCCC2)N